N1(N=CC=C1)CCCC(=O)O 4-(1H-pyrazol-1-yl)butyric acid